(R)-5-((dimethyl-amino)methyl)-3-fluoro-N'-((1,2,3,5,6,7-hexa-hydro-s-indacen-4-yl)-carbamoyl)thiophene-2-sulfonimidamide CN(C)CC1=CC(=C(S1)[S@@](=O)(N)=NC(NC1=C2CCCC2=CC=2CCCC12)=O)F